BrC1=CC(=NC=C1Cl)C(F)(F)F 4-bromo-5-chloro-2-(trifluoromethyl)pyridine